(R)-(1-(3-(3-(3-(tert-butylamino)-2-cyano-3-oxoprop-1-en-1-yl)phenoxy)propanamido)-3-phenylpropyl)boronic acid C(C)(C)(C)NC(C(=CC=1C=C(OCCC(=O)N[C@@H](CCC2=CC=CC=C2)B(O)O)C=CC1)C#N)=O